OC=1C=CC2=C(SC(=C2OC2=CC=C(OCC3CCN(CC3)CCCN3CCN(CC3)C=3C=C4CN(C(C4=CC3)=O)C3CNCCC3)C=C2)C2=CC=C(C=C2)O)C1 3-(5-(4-(3-(4-((4-((6-hydroxy-2-(4-hydroxyphenyl)benzo[b]thiophen-3-yl)oxy)phenoxy)methyl)piperidin-1-yl)propyl)piperazin-1-yl)-1-oxoisoindolin-2-yl)piperidine